C(=C)C=1N(C=CC1C)CCO 2-(2-vinyl-3-methyl-1H-pyrrol-1-yl)ethanol